(4-(difluoromethoxy)phenyl)-N-(1-(4-fluorophenyl)ethyl)-1-(2-morpholinoethyl)-2-oxo-1,2-dihydro-1,8-naphthyridine-3-carboxamide FC(OC1=CC=C(C=C1)C1=C(C(N(C2=NC=CC=C12)CCN1CCOCC1)=O)C(=O)NC(C)C1=CC=C(C=C1)F)F